BrC1=C(C=NN(C1=O)C)N[C@@H]1C[C@@H](CN(C1)C)C1=CC=C(C=C1)CN1CC(C1)OC1=C2C(N(C(C2=CC=C1)=O)C1C(NC(CC1)=O)=O)=O 4-[1-[[4-[(3R,5R)-5-[(5-bromo-1-methyl-6-oxo-pyridazin-4-yl)amino]-1-methyl-3-piperidyl]phenyl]methyl]azetidin-3-yl]oxy-2-(2,6-dioxo-3-piperidyl)isoindoline-1,3-dione